1-(4-Chlorobenzyl)-N-(2-cyclopropyl-4-methyl-5-oxo-5,6,7,8-tetrahydro-4H-pyrazolo[1,5-a][1,3]diazepin-6-yl)-1H-1,2,4-triazol-3-carboxamid ClC1=CC=C(CN2N=C(N=C2)C(=O)NC2C(N(C=3N(CC2)N=C(C3)C3CC3)C)=O)C=C1